FC(C=1C=C(OCC(=O)N)C=C(C1)C(F)(F)F)(F)F 3,5-bis(trifluoromethyl)phenoxyl-acetamide